(R)-5-(1-(1,1-difluoropropan-2-yl)-1H-benzo[d][1,2,3]triazol-6-yl)-6-fluoro-4-methoxy-N-(1-(oxetan-3-yl)piperidin-4-yl)pyrrolo[2,1-f][1,2,4]triazin-2-amine FC([C@@H](C)N1N=NC2=C1C=C(C=C2)C=2C(=CN1N=C(N=C(C12)OC)NC1CCN(CC1)C1COC1)F)F